C(C)(C)(C)OC(=O)N[C@H]1CO[C@@H](CC1)CNS(=O)(=O)C 1,5-Anhydro-2-[{tert-butoxycarbonyl}amino]-2,3,4,6-tetradeoxy-6-[(methylsulfonyl)amino]-D-erythro-hexitol